N,N-dimethylaminopropyl-amine CNN(NC)CCC